C(CC(CCCCCCCCCC(CCC)O)O)O 1,3,13-hexadecanetriol